C(C)OC(=O)C1=C(N=C2N1C=CC=C2)NCC2=C(C=C(C=C2)OC)OC ((2,4-dimethoxybenzyl)amino)imidazo[1,2-a]pyridine-3-carboxylic acid ethyl ester